C(C)(C)(CC)O[SiH](NCC(C)C)OC(C)(C)CC di-tert-pentoxy(iso-butylamino)silane